FC(C1CC2(CNC2)C1)(F)F 6-(trifluoromethyl)-2-azaspiro[3.3]heptane